FC(C(=O)N1CC2(CC1)C=C(C(C(C2)(C)C)=O)C#N)(C2=CC=CC=C2)F 2-[difluoro(phenyl)acetyl]-9,9-dimethyl-8-oxo-2-azaspiro[4.5]dec-6-ene-7-carbonitrile